C(C)(=O)C=1C(OC2=C(C1N1C3CN(C(C1)C3)C)C=CC(=C2)NC2=NC=CC(=N2)C2=CC3=C(N(N=C3C=C2)C)C(C)C)=O 3-acetyl-7-((4-(3-isopropyl-2-methyl-2H-indazol-5-yl)pyrimidin-2-yl)amino)-4-(5-methyl-2,5-diazabicyclo[2.2.1]heptan-2-yl)-2H-benzopyran-2-one